[N+](=O)([O-])C=1C(=CC2=C(N=NS2)C1)[N+](=O)[O-] 5,6-dinitrobenzothiadiazole